3-(1-(7-(2-((tert-butoxycarbonyl)amino)-5-fluorobenzo[d]thiazol-4-yl)-8-chloro-6-fluoro-1H-[1,2,3]triazolo[4,5-c]quinolin-1-yl)ethyl)azetidine-1-carboxylic acid tert-butyl ester C(C)(C)(C)OC(=O)N1CC(C1)C(C)N1N=NC=2C=NC=3C(=C(C(=CC3C21)Cl)C2=C(C=CC1=C2N=C(S1)NC(=O)OC(C)(C)C)F)F